C(CCCCCCCCCCC)SCC(O[Si](OCCCCCCN(CCO)CCO)(C)C)OCCCCCCCCCCCCCCCC 13-((dodecylthio)methyl)-3-(2-hydroxyethyl)-11,11-dimethyl-10,12,14-trioxa-3-aza-11-silatriacontan-1-ol